(3R)-1-(3-chlorophenyl)-N-((1R,2R,4S)-7-cyano-7-azabicyclo[2.2.1]heptan-2-yl)-N-methyl-5-oxo-3-pyrrolidinecarboxamide ClC=1C=C(C=CC1)N1C[C@@H](CC1=O)C(=O)N(C)[C@H]1[C@H]2CC[C@@H](C1)N2C#N